C(SCCCCCCCCCCCCCC1=CC=CC=C1)([S-])=S benzyldodecyl trithiocarbonate